NC1CCC(CC1)[C@H](C)NC=1C=C(C=C(C1OC(C)C)F)C1=NNC(O1)=O 5-{3-({(1S)-1-[(1r,4S)-4-aminocyclohexyl]ethyl}amino)-5-fluoro-4-[(propan-2-yl)oxy]phenyl}-1,3,4-oxadiazol-2(3H)-one